CN(C(OC1=CC=CC2=CC=CC(=C12)OC(N(C)C)=O)=O)C naphthalene-1,8-diyl bis(dimethylcarbamate)